ClC=1C=C2C(=NC(=NC2=C(C1C1=CC=CC=2SC(=C(C21)C#N)NC(OC(C)(C)C)=O)F)OC[C@@]/2(CN(CC\C2=C/F)C)C)O tert-Butyl (4-(6-chloro-8-fluoro-2-(((S,E)-4-(fluoromethylene)-1,3-dimethylpiperidin-3-yl)methoxy)-4-hydroxyquinazolin-7-yl)-3-cyanobenzo[b]thiophen-2-yl)carbamate